(R)-3-amino-2,3-dihydrothiophene 1,1-dioxide hydrobromide Br.N[C@H]1CS(C=C1)(=O)=O